5'-(2,6-dichloro-4-nitrophenoxy)spiro[cyclopropane-1,3'-indolin]-2'-one ClC1=C(OC=2C=C3C4(C(NC3=CC2)=O)CC4)C(=CC(=C1)[N+](=O)[O-])Cl